(2-fluoro-4-iodophenyl)carboxamide FC1=C(C=CC(=C1)I)C(=O)N